COC(=O)C=1C=C(C2=C(NC=N2)C1)B(O)O (6-(methoxycarbonyl)-1H-benzo[d]imidazol-4-yl)boronic acid